N-(4-chlorophenyl)-6-(4-cyclobutylphenyl)-N-methylpyrazine-2-carboxamide ClC1=CC=C(C=C1)N(C(=O)C1=NC(=CN=C1)C1=CC=C(C=C1)C1CCC1)C